C(C)(C)(C)OC(=O)N1CCC(=CC1)C1=C(C=C(C=C1)OC1C(NC(CC1)=O)=O)OCC1=CC=CC=C1.COC(C(=C)C)=O.C(C(=C)C)(=O)O Methacrylic acid methyl-methacrylate tert-butyl-4-[2-benzyloxy-4-[(2,6-dioxo-3-piperidyl)oxy]phenyl]-3,6-dihydro-2H-pyridine-1-carboxylate